(3R)-3-amino-5-[(4-chlorophenyl)methyl]-8-fluoro-7-(5-morpholino-1,2,4-oxadiazol-3-yl)-1-oxo-2,3-dihydro-1lambda4,5-benzothiazepin-4-one N[C@H]1CS(C2=C(N(C1=O)CC1=CC=C(C=C1)Cl)C=C(C(=C2)F)C2=NOC(=N2)N2CCOCC2)=O